FC1=C(C=CC=C1)NC(=O)C1=NC(=CC=C1)C N-(2-fluorophenyl)-6-methylpyridineamide